CN(C1=CC=C(C=N1)S(=O)(=O)NC=1C=CC=C2C=NN(C12)C)[C@H]1[C@@H](CCCC1)NC 6-{methyl[(1R,2R)-2-(methylamino)cyclohexyl]amino}-N-(1-methylindazol-7-yl)pyridine-3-sulfonamide